gadolinium 2,2',2''-{10-[(1S)-1-carboxy-4-{4-[2-(2-ethoxyethoxy)ethoxy] phenyl}butyl]-1,4,7,10-tetraazacyclododecane-1,4,7-triyl}triacetate C(=O)(O)[C@H](CCCC1=CC=C(C=C1)OCCOCCOCC)N1CCN(CCN(CCN(CC1)CC(=O)[O-])CC(=O)[O-])CC(=O)[O-].[Gd+3]